[C@@H]1(C[C@H](O)[C@@H](CO)O1)N1C(=O)N=C(N)N=C1 5-aza-deoxycytidine